CC12OC(CC(CC1=O)(O2)C)C 1,3,5-trimethyl-2,8-dioxabicyclo[3.2.1]octan-7-one